C(C)(=O)OCC(CC1=C(N(C2=CC=C(C=C12)Br)CC)C=1C(=NC=C(C1)OCC1=CC=CC=C1)[C@H](C)OC)(C)C (S)-3-(2-(5-(benzyloxy)-2-(1-methoxyethyl)pyridin-3-yl)-5-bromo-1-ethyl-1H-indol-3-yl)-2,2-dimethylpropyl acetate